2'-chloro-5'-methoxy-N-(4-(7-methoxypyrazolo[1,5-a]pyridine-4-carbonyl)-5,6-dihydro-4H-pyrrolo[3,4-d]thiazol-2-yl)-6-methyl-[4,4'-bipyridine]-3-carboxamide ClC1=NC=C(C(=C1)C1=C(C=NC(=C1)C)C(=O)NC=1SC2=C(N1)C(NC2)C(=O)C=2C=1N(C(=CC2)OC)N=CC1)OC